6-chloro-3-(2,5-difluorobenzyl)pyridin-2-ol ClC1=CC=C(C(=N1)O)CC1=C(C=CC(=C1)F)F